C(CCCCCCCCCCCCCCC)N1C=C(C(C=C1O)=O)O N-hexadecyl-3,6-dihydroxypyridin-4-one